CC1(OB(OC1(C)C)C1=CN(C2=CC=CC=C12)C(=O)OC(C)(C)C)C tert-butyl 3-(4,4,5,5-tetramethyl-1,3,2-dioxaborolan-2-yl)-1H-indole-1-carboxylate